isopropyl (2R,3S,5R)-2-((((1R,3R,6S)-6-(5-chloropyrimidin-2-yl)bicyclo[4.1.0]heptan-3-yl)oxy)methyl)-3-((fluoromethyl)sulfonamido)-5-methylpyrrolidine-1-carboxylate ClC=1C=NC(=NC1)[C@@]12CC[C@H](C[C@H]2C1)OC[C@@H]1N([C@@H](C[C@@H]1NS(=O)(=O)CF)C)C(=O)OC(C)C